ONC(=O)C=1C=CC=C2CCC3(CCN(CC3)C3=NC=C(C=C3)C(F)(F)F)OC12 N-Hydroxy-1'-(5-(trifluoromethyl)pyridin-2-yl)spiro[chromane-2,4'-piperidine]-8-carboxamide